N1(N=CC=C1)C=1C=CC(N(N1)CC1CCN(CC1)C=1C=CC=2N(N1)C(=NN2)C(F)(F)F)=O 6-pyrazol-1-yl-2-[[1-[3-(trifluoromethyl)-[1,2,4]triazolo[4,3-b]pyridazin-6-yl]piperidin-4-yl]methyl]pyridazin-3-one